C(C)(C)(C)OC(=O)N1C(CC(CC1)C(C1=CC=C(C=C1)Cl)=O)(C)C 4-(4-chlorobenzoyl)-2,2-dimethylpiperidine-1-carboxylic acid tert-butyl ester